4-fluoro-1-isopropyl-2-methyl-6-(5-(pyridin-3-yl)-1H-pyrrolo[2,3-b]pyridin-3-yl)-1H-benzo[d]imidazole FC1=CC(=CC=2N(C(=NC21)C)C(C)C)C2=CNC1=NC=C(C=C12)C=1C=NC=CC1